ClC1=CC2=C(N=N1)N(C=C2O)COCC[Si](C)(C)C 3-chloro-7-{[2-(trimethylsilyl)ethoxy]Methyl}pyrrolo[2,3-c]Pyridazin-5-ol